OC1(C(CC1)OC1=NN(C=C1NC=O)C([2H])([2H])[2H])C N-(3-(2-hydroxy-2-methylcyclobutoxy)-1-(methyl-d3)-1H-pyrazol-4-yl)carboxamide